N-tetradecyl-4-ethyl-pyridinium chloride [Cl-].C(CCCCCCCCCCCCC)[N+]1=CC=C(C=C1)CC